FC1=C2CCC3(CCC=4C(NC(=NC4C3)SC)=O)C2=CC=C1 4-fluoro-2'-(methylthio)-2,3,5',8'-tetrahydro-3'h-spiro[indene-1,7'-quinazoline]-4'(6'H)-one